(6-isopropyl-5-(8-methyl-[1,2,4]triazolo[1,5-a]pyridin-6-yl)-4H-pyrrolo[3,2-d]thiazol-2-yl)(morpholino)methanone C(C)(C)C1=C(NC2=C1N=C(S2)C(=O)N2CCOCC2)C=2C=C(C=1N(C2)N=CN1)C